FCC(=O)O Fluoroacetic acid